Ethyl-pyrrolo[2,3-b]pyridineAcetylleucine C(C)N([C@@H](CC(C)C)C(=O)O)C(CC1=CC=2C(=NC=CC2)N1)=O